6-[5-[2-[(3-methoxy-1,4-dimethyl-6,7-dihydro-5H-cyclopenta[c]pyridin-6-yl)methylamino]ethyl]-2-oxo-1,3-oxazolidin-3-yl]-4H-pyrido[3,2-b][1,4]oxazin-3-one COC1=C(C2=C(C(=N1)C)CC(C2)CNCCC2CN(C(O2)=O)C=2C=CC=1OCC(NC1N2)=O)C